(3aR,5s,6aS)-N-[6-(6-quinolyl)pyridazin-3-yl]-2-(tetrahydro-pyran-4-ylmethyl)-3,3a,4,5,6,6a-hexahydro-1H-cyclopenta[c]pyrrol-5-amine N1=CC=CC2=CC(=CC=C12)C1=CC=C(N=N1)NC1C[C@@H]2[C@@H](CN(C2)CC2CCOCC2)C1